CO[C@@H]1OC(C2=NC(=CC=C21)NC2=NC=C(C(=C2)N[C@H](CO)C2=CC=CC=C2)C2=NC(=NO2)C21CCN(CC2)CC1)(C)C (S)-2-((2-(((R)-5-methoxy-7,7-dimethyl-5,7-dihydrofuro[3,4-b]pyridin-2-yl)amino)-5-(3-(quinuclidin-4-yl)-1,2,4-oxadiazol-5-yl)pyridin-4-yl)amino)-2-phenylethan-1-ol